C(#N)C1=CC=CC=2N(C=NC21)CC2=CC=C(C=C2)B(O)O 4-((4-cyano-1,3-benzodiazol-1-yl)methyl)phenylboronic acid